4-((1S)-1-cyclopropoxy-1-phenyl-2-((tetrahydro-2H-pyran-2-yl)oxy)ethyl)-2-(4-methyl-4-(prop-2-yn-1-ylamino)-[1,4'-bipiperidin]-1'-yl)quinazoline C1(CC1)O[C@@](COC1OCCCC1)(C1=CC=CC=C1)C1=NC(=NC2=CC=CC=C12)N1CCC(CC1)N1CCC(CC1)(NCC#C)C